CCS(=O)(=O)O.CN1CCN(CC1)CC(=O)N(C)C2=CC=C(C=C2)N=C(C3=CC=CC=C3)C4=C(NC5=C4C=CC(=C5)C(=O)OC)O The molecule is an organosulfonate salt obtained by combining nintedanib with one molar equivalent of ethanesulfonic acid. A kinase inhibitor used for the treatment of idiopathic pulmonary fibrosis and cancer. It has a role as an angiogenesis inhibitor, an antineoplastic agent, a fibroblast growth factor receptor antagonist, a tyrosine kinase inhibitor and a vascular endothelial growth factor receptor antagonist. It contains a nintedanib(1+).